N(=C=S)CCNCCN (2-isothiocyanatoethyl)-ethylenediamine